FC=1C=CC(=NC1)NC1CNCC1 5-fluoro-N-(pyrrolidin-3-yl)pyridin-2-amine